benzyl 4-(1,3-dioxolan-2-yl)piperidine-1-carboxylate O1C(OCC1)C1CCN(CC1)C(=O)OCC1=CC=CC=C1